2-(5,6-dichloro-2-methyl-1H-benzimidazol-1-yl)-1-(4-(4-(5-(2,6-difluorophenyl)-4,5-dihydroisoxazol-3-yl)thiazol-2-yl)piperidin-1-yl)-ethan-1-one ClC1=CC2=C(N(C(=N2)C)CC(=O)N2CCC(CC2)C=2SC=C(N2)C2=NOC(C2)C2=C(C=CC=C2F)F)C=C1Cl